C(C)OC1CCC(CC1)NC(C1=CC=CC=C1)(C1=CC=CC=C1)C1=CC=CC=C1 (1r,4r)-4-ethoxy-N-tritylcyclohexanamine